FC1=C(C=C(C(=O)NCC=2C=NC=CC2)C=C1)NS(=O)(=O)C1=CC=C(C=C1)C 4-fluoro-3-((4-methylphenyl)sulfonylamino)-N-(pyridin-3-ylmethyl)benzamide